CC(C)(CCC#C)O 2-methylhex-5-yn-2-ol